Cl.Cl.CN1N=C2C(=CC(=CC2=C1)C=1C=CC(=C(C1)O)C1=CN=C(N=N1)N1C[C@@H](NCC1)C(C)C)C 5-(2,7-dimethyl-2H-indazol-5-yl)-2-{3-[(3S)-3-(propan-2-yl)piperazin-1-yl]-1,2,4-triazin-6-yl}phenol dihydrochloride